NCCNCCC[SiH](OC)OC N-(β-aminoethyl)-3-aminopropyldimethoxysilane